(3S)-3-((S)-2-(4-methylpiperazine-1-carboxamido)-3-phenylpropanamido)chroman-2-yl acetate C(C)(=O)OC1OC2=CC=CC=C2C[C@@H]1NC([C@H](CC1=CC=CC=C1)NC(=O)N1CCN(CC1)C)=O